cyclododecane-12-one C1CCCCCCCCCCC1=O